FC=1C(=CC(=C(C1)NC1C(NC(CC1)=O)=O)C)N1CCNCC1 3-((5-fluoro-2-methyl-4-(piperazin-1-yl)phenyl)amino)piperidine-2,6-dione